BrC=1C(=NC(=C(C1)C(F)(F)F)OCCCC=C)C(=O)O 3-bromo-6-pent-4-enoxy-5-(trifluoromethyl)pyridine-2-carboxylic acid